7-[[5-[(2S)-2-(1-hydroxy-1-methyl-ethyl)morpholin-4-yl]-2-pyridyl]amino]-4-imidazo[1,2-b]pyridazin-3-yl-isoindolin-1-one OC(C)(C)[C@@H]1CN(CCO1)C=1C=CC(=NC1)NC=1C=CC(=C2CNC(C12)=O)C1=CN=C2N1N=CC=C2